ClC=1C=C(C=NC1N1N=CC=N1)NC(=O)[C@H]1C[C@@](C2=C1C=NC=1N2N=C(C1)F)(C1=CN=CS1)C (6S,8S)-N-(5-chloro-6-(2H-1,2,3-triazol-2-yl)pyridin-3-yl)-2-fluoro-8-methyl-8-(thiazol-5-yl)-7,8-dihydro-6H-cyclopenta[e]pyrazolo[1,5-a]pyrimidine-6-carboxamide